3-iodo-1-((2-(trimethylsilyl)ethoxy)methyl)-1H-pyrazolo[4,3-d]pyrimidin-7-ol IC1=NN(C2=C1N=CN=C2O)COCC[Si](C)(C)C